tert-Butyl (3-(5-((2,6-dioxopiperidin-3-yl)oxy)-2-isopropylphenyl)prop-2-yn-1-yl)carbamate O=C1NC(CCC1OC=1C=CC(=C(C1)C#CCNC(OC(C)(C)C)=O)C(C)C)=O